6-((6-Bromo-7-methoxyquinolin-4-yl)oxy)-5-chloropyridin-3-amine BrC=1C=C2C(=CC=NC2=CC1OC)OC1=C(C=C(C=N1)N)Cl